CN(CCCNCCCN(C)C)C N'-(3-(dimethylamino)propyl)-N,N-dimethylpropane-1,3-diamine